1'-(tert-butyl) 5'-methyl (3R,5'S)-5-bromo-2-oxospiro[indoline-3,3'-pyrrolidine]-1',5'-dicarboxylate BrC=1C=C2C(=CC1)NC([C@@]21CN([C@@H](C1)C(=O)OC)C(=O)OC(C)(C)C)=O